CN(C=CC(=O)C1=C(C(=CC(=C1)CN1C[C@H](CCC1)C)C)O)C (S)-3-dimethylamino-1-(2-hydroxy-3-methyl-5-((3-methylpiperidin-1-yl)methyl)phenyl)prop-2-en-1-one